B(O)(O)C1=C(C=C(C(=O)NCC(=O)O)C=C1)F N-(4-borono-3-fluorobenzoyl)glycine